BrCCCCCCCCCCCSC1=C2CN(C(C2=CC=C1)=O)C1C(NC(CC1)=O)=O 3-(4-((11-bromoundecanyl)thio)-1-oxoisoindolin-2-yl)piperidine-2,6-dione